NC1=NC=CC=C1C1=NC=2C(=NC(=CC2)Br)N1C=1C=C2CC[C@@H](C2=CC1)NC(=O)C1=NN(C=C1)C N-[(1S)-5-[2-(2-aminopyridin-3-yl)-5-bromoimidazo[4,5-b]pyridin-3-yl]-2,3-dihydro-1H-inden-1-yl]-1-methylpyrazole-3-carboxamide